C(#C)C=1C=CC(N(C1)CC(=O)C=1C=NN(C1C)CC1=CC=C(C=C1)F)=O 5-ethynyl-1-(2-(1-(4-fluorobenzyl)-5-methyl-1H-pyrazol-4-yl)-2-oxoethyl)pyridin-2(1H)-one